C1(CCCC1)NC(=O)N1CC2=NC(=CC=C2C1)N1C2CN(CC1CC2)C N-cyclopentyl-2-(3-methyl-3,8-diazabicyclo[3.2.1]octan-8-yl)-5,7-dihydro-6H-pyrrolo[3,4-b]pyridine-6-carboxamide